C(C)OC([C@H](C(C1CCCCC1)C1CCCCC1)NC(=O)C=1N(N=NC1)C(C)C)=O (2S)-3,3-dicyclohexyl-2-[(3-isopropyltriazole-4-carbonyl)amino]propionic acid ethyl ester